COC1=C(CNC=2N=C(C3=C(N2)C=C(C=N3)OB(O)O)N[C@@](CO)(CCCC)C)C=CC(=C1)OC (R)-(2-((2,4-dimethoxybenzyl)amino)-4-((1-hydroxy-2-methylhexan-2-yl)amino)pyrido[3,2-d]pyrimidin-7-yl)boric acid